tert-butyl 2-[2-[2-[2-[2-[1-(2,6-dioxo-3-piperidyl)-3-methyl-2-oxo-benzimidazol-4-yl]ethoxy]ethoxy]ethoxy]ethoxy]acetate O=C1NC(CCC1N1C(N(C2=C1C=CC=C2CCOCCOCCOCCOCC(=O)OC(C)(C)C)C)=O)=O